(tert-butoxy)carbohydrazide CC(C)(C)OC(=O)NN